N-{3-[({2-[(2-methoxypyridin-4-yl)amino]-5-(trifluoromethyl)pyrimidin-4-yl}amino)methyl]pyridin-2-yl}-N-methylmethane-sulfonamide COC1=NC=CC(=C1)NC1=NC=C(C(=N1)NCC=1C(=NC=CC1)N(S(=O)(=O)C)C)C(F)(F)F